FC(C=1C(=NC(=NC1)NC1=C(C=C(C=C1)N1CCN(CC1)C)CC)NCCCN1C(COCCC1)=O)F 4-(3-((5-(difluoromethyl)-2-((2-ethyl-4-(4-methylpiperazin-1-yl)phenyl)amino)pyrimidin-4-yl)amino)propyl)-1,4-oxazepan-3-one